2-(2,2-Difluoro-1-(3-(methylsulfonyl)-4-((1-(pyrimidin-2-ylmethyl)piperidin-4-yl)methoxy)phenyl)ethyl)isoindoline FC(C(C1=CC(=C(C=C1)OCC1CCN(CC1)CC1=NC=CC=N1)S(=O)(=O)C)N1CC2=CC=CC=C2C1)F